The molecule is an unsaturated fatty acyl-CoA that results from the formal condensation of the thiol group of coenzyme A with the carboxy group of (2E,13Z,16Z,19Z,22Z,25Z)-octacosahexaenoic acid. It is an unsaturated fatty acyl-CoA and an ultra-long-chain fatty acyl-CoA. It is a conjugate acid of a (2E,13Z,16Z,19Z,22Z,25Z)-octacosahexaenoyl-CoA(4-). CC/C=C\\C/C=C\\C/C=C\\C/C=C\\C/C=C\\CCCCCCCCC/C=C/C(=O)SCCNC(=O)CCNC(=O)[C@@H](C(C)(C)COP(=O)(O)OP(=O)(O)OC[C@@H]1[C@H]([C@H]([C@@H](O1)N2C=NC3=C(N=CN=C32)N)O)OP(=O)(O)O)O